FC1=C(NC(=C1)C)C(=O)O 3-fluoro-5-methyl-1H-pyrrole-2-carboxylic acid